ClC=1C=C(C=CC1F)NC1=NC=NC2=CC(=C(C=C12)NC(C=CCN(C)C)=O)OC[C@@H]1OCCC1 4-[(3-chloro-4-fluorophenyl)amino]-6-{[4-(N,N-dimethylamino)-1-oxo-2-buten-1-yl]amino}-7-[(R)-(tetrahydrofuran-2-yl)methoxy]-quinazoline